7-methoxy-4-(3-methoxy-5-(1H-pyrazol-1-yl)phenoxy)quinoline-6-carboxamide COC1=C(C=C2C(=CC=NC2=C1)OC1=CC(=CC(=C1)N1N=CC=C1)OC)C(=O)N